tert-butyl 6-(4-(methoxycarbonyl) phenyl)-7-oxo-2,6-diazaspiro[3.4]octane-2-carboxylate COC(=O)C1=CC=C(C=C1)N1CC2(CN(C2)C(=O)OC(C)(C)C)CC1=O